1-(3-bromo-5-(2,2,2-trifluoroethoxy)phenyl)cyclopropane-1-amine BrC=1C=C(C=C(C1)OCC(F)(F)F)C1(CC1)N